6-(1-((3,6-dimethyl-2,3-dihydrobenzofuran-5-yl)sulfonyl)piperidin-4-yl)-7-methoxy-[1,2,4]triazolo[1,5-a]pyridine CC1COC2=C1C=C(C(=C2)C)S(=O)(=O)N2CCC(CC2)C=2C(=CC=1N(C2)N=CN1)OC